CC1(OB(OC1(C)C)C1=CC=C(C=C1)OC1=CC=C(C=C1)OC(F)(F)F)C 4,4,5,5-tetramethyl-2-(4-(4-(trifluoromethoxy)phenoxy)phenyl)-1,3,2-dioxaborolane